C1(CCCCC1)N=C=NCCN1CCOCC1 N-cyclohexyl-N'-(2-morpholinoethyl)carbodiimide